The molecule is a mucopolysaccharide composed of repeating beta-D-glucopyranuronosyl-(1->3)-beta-D-N-acetylgalactosaminyl units. It has a role as a mouse metabolite. It is a conjugate acid of a chondroitin D-glucuronate anion. CC(=O)N[C@@H]1[C@H]([C@H]([C@H](O[C@H]1O)CO)O)O[C@H]2[C@@H]([C@H]([C@@H]([C@H](O2)C(=O)O)O)O)O